C(CCCCCCCCCC)NCCO N-undecyl-ethanolamine